NC1=CC(=C(OC=2C=CC(N(C2)CC2=CC(=CC=C2)OC)=O)C(=C1)Cl)Cl 5-(4-amino-2,6-dichlorophenoxy)-1-(3-methoxybenzyl)pyridin-2(1H)-one